2-chloro-N-(5-chloro-2-((3S,4R)-3-fluoro-4-methoxypyrrolidin-1-yl)pyridin-4-yl)acetamide ClCC(=O)NC1=CC(=NC=C1Cl)N1C[C@@H]([C@@H](C1)OC)F